(3S)-6-fluoro-3-methyl-8-[5-(trifluoromethyl)-1,2,4-oxadiazol-3-yl]-2,3,4,5-tetrahydro-1,4-benzoxazepine FC1=CC(=CC2=C1CN[C@H](CO2)C)C2=NOC(=N2)C(F)(F)F